ClC=1C(=NC(=CC1)C=C)C(F)F 3-chloro-2-(difluoromethyl)-6-vinylpyridine